C1(=CC=CC=2C3=CC=CC=C3C=CC12)C1=C(C=2C=CC3=CC=CC=C3C2C=C1)C1=CC=CC=C1 phenanthrenylphenylphenanthrene